ClC1=C(C=CC=C1)CC(=O)NC1=CC(=C(C=C1)C=1C=NN(C1)C1CC1)S(N=CN(C)C)(=O)=O 2-(2-Chlorophenyl)-N-[4-(1-cyclopropyl-1H-pyrazol-4-yl)-3-{[(dimethylamino)methylene]sulfamoyl}phenyl]acetamide